(4R)-1,3,4,5-tetrahydrobenzo[cd]indol N1C=C2C=3C(=CC=CC13)CCC2